FC(C(C)CC)(F)F 2-trifluoromethylbutane